ClC(OC1=CC=C(C=C1)NC(=O)C1=CNC(C(=C1)C)=O)(F)F N-[4-[Chloro(difluoro)methoxy]phenyl]-5-methyl-6-oxo-1H-pyridine-3-carboxamide